(1-methylpiperidin-4-yl)-4H-pyrido[1,2-a]pyrimidin CN1CCC(CC1)C=1N=C2N(CC1)C=CC=C2